C(C)(=O)N1C(C2=CC=C(C=C2CC1)S(=O)(=O)CC)C(=O)NC1=C(C=C(C=C1)C(C(F)(F)F)(C(F)(F)F)O)F 2-acetyl-6-(ethylsulfonyl)-N-(2-fluoro-4-(1,1,1,3,3,3-hexafluoro-2-hydroxypropan-2-yl)phenyl)-1,2,3,4-tetrahydroisoquinoline-1-carboxamide